[N+](=O)([O-])C=1C=CC(=NC1)N1CCC(CC1)C1CCN(CC1)C(=O)OC(C)(C)C tert-butyl 1'-(5-nitropyridin-2-yl)-[4,4'-bipiperidine]-1-carboxylate